COC(C1=C(C(=CC=C1)C#CN(S(=O)(=O)C=1C2=C(SC1)C=CC=C2)CC=2C=C1C=CN(C1=CC2)C)N2C=CC=C2)=O.CCCN2CCSCC2 4-(3-propyl)thiomorpholine Methyl-3-((N-((1-methyl-1H-indol-5-yl)methyl)benzo[b]thiophen-3-sulfonamido)ethynyl)-2-(1H-pyrrol-1-yl)benzoate